1-ethyl-1-methyl-2-(2-(2-(methylthio)-10H-phenothiazin-10-yl)ethyl)piperidin-1-ium bromide [Br-].C(C)[N+]1(C(CCCC1)CCN1C2=CC=CC=C2SC=2C=CC(=CC12)SC)C